(4-((7-methoxy-1,8-naphthyridin-4-yl)amino)benzyl)phosphonic acid COC1=CC=C2C(=CC=NC2=N1)NC1=CC=C(CP(O)(O)=O)C=C1